3-(2-(((2-(methylamino)-5-(3-((tetrahydro-2H-pyran-2-yl)oxy)quinolin-6-yl)-7-tosyl-7H-pyrrolo[2,3-d]pyrimidin-4-yl)amino)methyl)thiazol-5-yl)propan-1-ol CNC=1N=C(C2=C(N1)N(C=C2C=2C=C1C=C(C=NC1=CC2)OC2OCCCC2)S(=O)(=O)C2=CC=C(C)C=C2)NCC=2SC(=CN2)CCCO